8-(4-bromophenyl)-6-(4-methoxyphenyl)-2-(methylthio)pyrido[4,3-d]pyrimidin-7(6H)-one BrC1=CC=C(C=C1)C=1C(N(C=C2C1N=C(N=C2)SC)C2=CC=C(C=C2)OC)=O